C(C)(C)(C)OC(=O)N1[C@H](CN(C[C@H]1C)[C@@H](C(=O)OC)C)C (2S,6R)-4-((R)-1-methoxy-1-oxopropan-2-yl)-2,6-dimethylpiperazine-1-carboxylic acid tert-butyl ester